[Si](C1=CC=CC=C1)(C1=CC=CC=C1)(C(C)(C)C)OCCN1N=NN=C1C1=C(C(=CC=C1)[N+](=O)[O-])F 1-{2-[(tert-butyldiphenylsilyl)oxy]ethyl}-5-(2-fluoro-3-nitrophenyl)-1H-1,2,3,4-tetrazole